vanillylamide pelargonate C(CCCCCCCC)(=O)[O-].C(C1=CC(OC)=C(O)C=C1)[NH-]